Tert-butyl 3-[4-[2-(2,6-dioxo-3-piperidyl)-3-oxo-isoindolin-5-yl]-1-piperidyl]propanoate O=C1NC(CCC1N1CC2=CC=C(C=C2C1=O)C1CCN(CC1)CCC(=O)OC(C)(C)C)=O